CC1=CC[C@H]2[C@@H](C1)C2(C)C (-)-3-carene